tert-Butyl (R)-(1-oxo-1-(phenylamino)propan-2-yl)carbamate O=C([C@@H](C)NC(OC(C)(C)C)=O)NC1=CC=CC=C1